C1(=CC=CC=C1)C(=C)CC(C)C1=CC=CC=C1 2,4-diphenyl-1-pentene